N-cyclopropyl-2-[(4,5-dimethyl-1H-imidazol-2-yl)sulfanyl]propanamide ethyl-6-aminoimidazo[1,2-a]pyridine-2-carboxylate C(C)OC(=O)C=1N=C2N(C=C(C=C2)N)C1.C1(CC1)NC(C(C)SC=1NC(=C(N1)C)C)=O